FC1(CCC(CC1)COC=1C=C(C=NC1)N)F 5-[(4,4-Difluorocyclohexyl)methoxy]pyridin-3-amine